COC(=O)C=1C(=NN2C=NC=C(C21)OC)NCC2=C(C=C(C=C2)OC)OC ((2,4-Dimethoxybenzyl)amino)-4-methoxypyrazolo[1,5-c]pyrimidine-3-carboxylic acid methyl ester